2-(8-(5-(((5-fluoro-2,3-dihydrobenzofuran-4-yl)methyl)amino)-[1,2,4]triazolo[4,3-c]pyrimidin-8-yl)-5-methylimidazo[1,2-a]pyridin-3-yl)ethan-1-ol FC=1C=CC2=C(CCO2)C1CNC1=NC=C(C=2N1C=NN2)C=2C=1N(C(=CC2)C)C(=CN1)CCO